2-(((R)-1-(2-((R)-3,3-difluoro-4-methoxypyrrolidin-1-yl)-3,7-dimethyl-4-oxo-4H-pyrido[1,2-a]pyrimidin-9-yl)ethyl)amino)benzoic acid FC1(CN(C[C@H]1OC)C=1N=C2N(C(C1C)=O)C=C(C=C2[C@@H](C)NC2=C(C(=O)O)C=CC=C2)C)F